2-[(3-methyl-1-phenyl-1H-pyrazol-5-yl)amino]benzene-1-sulfonamide CC1=NN(C(=C1)NC1=C(C=CC=C1)S(=O)(=O)N)C1=CC=CC=C1